C1(=CC=CC=C1)NNC=1C(=C(C(=NC1)C)C=1C=NC2=CC(=NC=C2C1)N(C)CC1=CC=C(C=C1)OC)Cl 3-[5-(phenylhydrazino)-4-chloro-2-methyl-3-pyridinyl]-N-[(4-methoxyphenyl)methyl]-N-methyl-1,6-naphthyridin-7-amine